FC1=C(C=O)C=CC(=N1)F 2,6-Difluoronicotinaldehyde